(3S,4R)-4-(5-bromo-1H-pyrazolo[4,3-b]pyridin-1-yl)-tetrahydrofuran-3-ol BrC1=CC=C2C(=N1)C=NN2[C@H]2[C@@H](COC2)O